CC1=C2C=C(N(C2=CC=C1CN1CCC2(CN(C2)C2=NC=NC3=CC=C(C=C23)CC(F)(F)F)CC1)C[C@H]1CNC(CO1)=O)C#N 4-methyl-1-[[(2R)-5-oxomorpholin-2-yl]methyl]-5-[[2-[6-(2,2,2-trifluoroethyl)quinazolin-4-yl]-2,7-diazaspiro[3.5]nonan-7-yl]methyl]indole-2-carbonitrile